Bromopropan BrCCC